2-ethynyl-7-(3-methoxy-4-nitrobenzoyl)-7-azaspiro[3.5]nonane C(#C)C1CC2(C1)CCN(CC2)C(C2=CC(=C(C=C2)[N+](=O)[O-])OC)=O